2-methoxypyrimidine-4,6-diol COC1=NC(=CC(=N1)O)O